[C@@H]1([C@H](O)[C@@H](O)[C@H](O)[C@H](O1)CO)NC1=CC=C(S(=O)(=O)N)C=C1 N4-β-D-glucosylsulfanilamide